calcium ketovalinate O=N[C@@H](C(C)C)C(=O)[O-].[Ca+2].O=N[C@@H](C(C)C)C(=O)[O-]